phenyltris(isopropenyloxy)silane p-toluensulfonate CC1=CC=C(C=C1)S(=O)(=O)O.C1(=CC=CC=C1)[Si](OC(=C)C)(OC(=C)C)OC(=C)C